(2S)-N-{(3SR,4SR)-4-[(2,3'-difluoro[1,1'-biphenyl]-3-yl)methyl]-7-methyl-6-oxo-1,3,4,6-tetrahydro-2H-quinolizin-3-yl}oxolane-2-carboxamide FC1=C(C=CC=C1C[C@H]1[C@H](CCC2=CC=C(C(N12)=O)C)NC(=O)[C@H]1OCCC1)C1=CC(=CC=C1)F |&1:8,9|